CN(C(C(=C)C)=O)C1=CC=C(C=C1)OC N-methyl-N-(p-methoxyphenyl)methacrylamide